C(C1=CC=CC=C1)OC1=C(N(N=C1C)CC)C1=NOC(=N1)C1=CC(=C2N1C=NC(=C2)C)C(=O)NCC2=C(C=C(C=C2)OC)OC 7-[3-(4-benzyloxy-2-ethyl-5-methyl-pyrazol-3-yl)-1,2,4-oxadiazol-5-yl]-N-[(2,4-dimethoxyphenyl)methyl]-3-methyl-pyrrolo[1,2-c]pyrimidine-5-carboxamide